2-(3-Methoxyazetidin-1-yl)-N-(4-(methylsulfonyl)but-3-en-2-yl)-4-phenoxypyrimidine-5-carboxamide COC1CN(C1)C1=NC=C(C(=N1)OC1=CC=CC=C1)C(=O)NC(C)C=CS(=O)(=O)C